1-(3,5-dichlorophenyl)piperidine-4-carboxylic acid ClC=1C=C(C=C(C1)Cl)N1CCC(CC1)C(=O)O